(S)-1-(4-chloro-phenyl)-7-isopropoxy-6-methoxy-2-(4-{methyl-[4-(3-oxo-piperazin-1-yl)-trans-cyclohexylmethyl]-amino}-phenyl)-1,4-dihydro-2H-isoquinolin-3-one ClC1=CC=C(C=C1)[C@@H]1N(C(CC2=CC(=C(C=C12)OC(C)C)OC)=O)C1=CC=C(C=C1)N(C[C@@H]1CC[C@H](CC1)N1CC(NCC1)=O)C